C(C1=CC=CC=C1)N(C(O)=O)C1(CC1)C#N.C[Si](CCC1=CC=C(C=C1)OP(OC1=CC=C(C=C1)CC[Si](C)(C)C)=O)(C)C.CC(C=CC)S(=O)N1C(CCCC1)C=1NC(=CN1)C1=CC=C(C=C1)C 1-(pent-3-en-2-ylsulfinyl)-2-(5-(p-tolyl)-1H-imidazol-2-yl)piperidine bis(4-(2-(trimethylsilyl)ethyl)phenyl)phosphonate benzyl-(1-cyanocyclopropyl)carbamate